ethyl (2R,3S)-2-[[3-amino-5-(1-methylpyrazol-4-yl)-2-pyridyl]amino]-3-(tert-butoxycarbonylamino)-3-phenyl-propanoate NC=1C(=NC=C(C1)C=1C=NN(C1)C)N[C@@H](C(=O)OCC)[C@H](C1=CC=CC=C1)NC(=O)OC(C)(C)C